tert-butyl (3S,4S)-3-fluoro-4-((3-(((R)-1-(4-((1-((4-hydroxypiperidin-4-yl)methyl)piperidin-4-yl)ethynyl)naphthalen-1-yl)ethyl)carbamoyl)-4-methylphenyl)amino)pyrrolidine-1-carboxylate F[C@H]1CN(C[C@@H]1NC1=CC(=C(C=C1)C)C(N[C@H](C)C1=CC=C(C2=CC=CC=C12)C#CC1CCN(CC1)CC1(CCNCC1)O)=O)C(=O)OC(C)(C)C